2-(2,3-difluoro-6-methoxyphenoxy)-5-fluoro-4-nitrophenol FC1=C(OC2=C(C=C(C(=C2)[N+](=O)[O-])F)O)C(=CC=C1F)OC